FC1=C(C=CC(=C1)C)OC(=O)[C@H]1[C@@H]2CCO[C@H]12.BrC=1C=C(C=2N(C1)C=C(N2)CC(=O)NC=2SC(=CN2)C(F)(F)F)OC 2-(6-bromo-8-methoxyimidazo[1,2-a]pyridin-2-yl)-N-(5-(trifluoromethyl)thiazol-2-yl)acetamide 2-fluoro-4-methylphenyl-(1S,5S,6S)-2-oxabicyclo[3.1.0]hexane-6-carboxylate